4-((4-sulfamoylphenyl) ethynyl)phenyl acetate C(C)(=O)OC1=CC=C(C=C1)C#CC1=CC=C(C=C1)S(N)(=O)=O